C(C)OCOC1=C(C(=CC(=C1)F)C)I 1-(Ethoxymethoxy)-5-fluoro-2-iodo-3-methylbenzene